(S)-N-(3-(cyclobutyl(4-methyl-4H-1,2,4-triazol-3-yl)methyl)phenyl)-2-cyclopropyl-6-methylpyrimidine-4-carboxamide C1(CCC1)[C@@H](C=1C=C(C=CC1)NC(=O)C1=NC(=NC(=C1)C)C1CC1)C1=NN=CN1C